BrC1=CC(=C(C=C1)C=1NC=2N=C3N(C(C2N1)=O)CCCCC3)Cl (4-bromo-2-chlorophenyl)-3,5,6,7,8,9-hexahydro-11H-azepino[1,2-a]purin-11-one